tert-butyl (4-bromo-2-carbamoyl-1H-pyrrol-1-yl)carbamate BrC=1C=C(N(C1)NC(OC(C)(C)C)=O)C(N)=O